2-(2,4-Difluorophenoxy)-N-[3-(methylsulfonylimino)phenyl]-5-(trifluoromethyl)pyridine-3-carboxamide cis-1,2-dihydroxy-4-methylcyclohexa-3,5-diene-1-carboxylate O[C@@]1([C@@H](C=C(C=C1)C)O)C(=O)O.FC1=C(OC2=NC=C(C=C2C(=O)NC=2CC(C=CC2)=NS(=O)(=O)C)C(F)(F)F)C=CC(=C1)F